C(C=C)OC1=C(C=C(C=C1)/C=C/C(C)=O)O (E)-4-(4-allyloxy-3-hydroxyphenyl)but-3-en-2-one